O1C(=NCC1)CCCCCCCCC=1OCCN1 2,2'-octamethylene-bis(2-oxazoline)